C(C1=CC=CC=C1)OC=1C=C2C=CC(=CC2=C(C1N1S(NC(C1)=O)(=O)=O)F)OCCNC(OC(C)(C)C)=O tert-butyl (2-((6-(benzyloxy)-7-(1,1-dioxido-4-oxo-1,2,5-thiadiazolidin-2-yl)-8-fluoronaphthalen-2-yl)oxy)ethyl)carbamate